N,N'-[(2S,3R,4R,E)-1,2-Dihydroxyoctadec-5-en-3,4-diyl]bis(trichloroacetamide) OC[C@H]([C@@H]([C@@H](\C=C\CCCCCCCCCCCC)NC(C(Cl)(Cl)Cl)=O)NC(C(Cl)(Cl)Cl)=O)O